C(CC)O[Si](CCCNC(NCCC[Si](OCCC)(OCCC)OCCC)=O)(OCCC)OCCC bis(3-tripropoxysilylpropyl)urea